5-(chloromethyl)-3-(oct-2-yl)-1,2,4-oxadiazole ClCC1=NC(=NO1)C(C)CCCCCC